(5-(2-(4-bromophenoxy)-1-hydroxyethyl)tetrahydrofuran-2-yl)methyl 4-methylbenzenesulfonate CC1=CC=C(C=C1)S(=O)(=O)OCC1OC(CC1)C(COC1=CC=C(C=C1)Br)O